1-[3-ethylsulfonyl-2-[1-oxo-6-(trifluoromethoxy)isoindolin-2-yl]imidazo[1,2-a]pyridin-6-yl]cyclopropanecarbonitrile C(C)S(=O)(=O)C1=C(N=C2N1C=C(C=C2)C2(CC2)C#N)N2C(C1=CC(=CC=C1C2)OC(F)(F)F)=O